2H-pyran-2,5(3H)-dione O1C(CCC(C1)=O)=O